1-(2-(benzyloxy)-5-fluorophenyl)-2-azabicyclo[3.1.0]Hexane C(C1=CC=CC=C1)OC1=C(C=C(C=C1)F)C12NCCC2C1